2-bromo-6-cyano-pyridine-4-carboxylate BrC1=NC(=CC(=C1)C(=O)[O-])C#N